2-[4-[[3,4-dihydro-3-(2-methylpropyl)-4-oxo-1-phthalazinyl]carbonyl]-1-piperazinyl]-6-fluorobenzonitrile CC(CN1N=C(C2=CC=CC=C2C1=O)C(=O)N1CCN(CC1)C1=C(C#N)C(=CC=C1)F)C